O1CCOC2=C1C=CC=C2C2=CC=C(C(=N2)OC)NC2=CC=C(C=C2)CN(CCNC(OC(C)(C)C)=O)C tert-butyl N-[2-[[4-[[6-(2,3-dihydro-1,4-benzodioxin-5-yl)-2-methoxy-3-pyridyl]amino]phenyl]methyl-methyl-amino]ethyl]carbamate